NC1CCC(CC1)CNC1=CC(=C(C(=C1)C)N1CC(OC(C1)C)C)C (((1r,4r)-4-aminocyclohexyl)methyl)-4-(2,6-dimethylmorpholino)-3,5-dimethylaniline